3-chloro-4-cyano-2-fluoro-6-((4-fluoro-2-methyl-phenyl)amino)-benzoic acid ClC=1C(=C(C(=O)O)C(=CC1C#N)NC1=C(C=C(C=C1)F)C)F